C(C)(=O)N1CCC2(CC(C2)=O)CC1 7-acetyl-7-azaspiro[3.5]nonan-2-one